OCC1=CC=CC(=N1)N1CCN(CC1)C(=O)OC(C)(C)C Tert-butyl 4-(6-(hydroxymethyl)pyridin-2-yl)piperazine-1-carboxylate